CN1N=C2C=CC(=CC2=C1)C1=CC2=C(N=C(S2)C2CC(NC(C2)(C)C)(C)C)C=C1 6-(2-Methyl-2H-indazol-5-yl)-2-(2,2,6,6-tetramethylpiperidin-4-yl)-1,3-benzothiazol